N-(3-(1H-pyrazol-4-yl)propyl)-3-((4-fluorophenyl)ethynyl)-4-((3-(trifluoromethyl)benzyl)sulfonyl)benzamide N1N=CC(=C1)CCCNC(C1=CC(=C(C=C1)S(=O)(=O)CC1=CC(=CC=C1)C(F)(F)F)C#CC1=CC=C(C=C1)F)=O